ClC1=C(OC[C@@H](CO)O)C=CC(=C1)C(C)(C)C1=CC(=C(C=C1)OC[C@H](CCl)O)Cl (R)-3-(2-chloro-4-(2-(3-chloro-4-((R)-3-chloro-2-hydroxypropoxy)phenyl)propan-2-yl)phenoxy)propane-1,2-diol